2-hydroxyethyl-2-(9-ethyl-9H-carbazol-3-yl)-1H-benzo[D]imidazole-5-carboxylate OCCOC(=O)C1=CC2=C(NC(=N2)C=2C=CC=3N(C4=CC=CC=C4C3C2)CC)C=C1